CC=1C(=NC=CN1)C dimethyl-pyrazine